2-(5-(4,4-difluoropiperidine-1-carbonyl)pyridin-2-yl)-2H-indazole-6-carbonitrile FC1(CCN(CC1)C(=O)C=1C=CC(=NC1)N1N=C2C=C(C=CC2=C1)C#N)F